8-bromo-3H-pyrano[3,4,5-cd]indazole-3,5(1H)-dione BrC1=CC=C2C=3C(=NNC13)C(OC2=O)=O